N-(2-aminoethyl)carbamic acid ethyl ester C(C)OC(NCCN)=O